N=1C=CN2C1C=CC(=C2)C=2C=CN1N=C(N=C(C12)OC)N[C@H]1CC[C@H](CC1)OCCO 2-((cis-4-((5-(imidazo[1,2-a]pyridin-6-yl)-4-methoxypyrrolo[2,1-f][1,2,4]triazin-2-yl)amino)cyclohexyl)oxy)ethan-1-ol